3-[[4-[(2R)-2-amino-4,4-dimethyl-pentoxy]-6-(2-benzyloxy-6-methyl-phenyl)pyrimidin-2-yl]sulfamoyl]benzoic acid N[C@@H](COC1=NC(=NC(=C1)C1=C(C=CC=C1C)OCC1=CC=CC=C1)NS(=O)(=O)C=1C=C(C(=O)O)C=CC1)CC(C)(C)C